F[C@@H]\1CNCC/C1=C/C=1N=NC(=CN1)C1=C(C=C(C=C1)N1C=NC=C1)O (S,Z)-2-(3-((3-fluoropiperidin-4-ylidene)methyl)-1,2,4-triazin-6-yl)-5-(1H-imidazol-1-yl)phenol